2,4,6-trimethylpyridine p-toluenesulfonate CC1=CC=C(C=C1)S(=O)(=O)O.CC1=CC(=NC(=C1)C)C